C(C)(C)(C)OC(=O)NCC1=CC=C(C=C1)NC([C@H](C)NC([C@H](C(C)C)NC(OCC1C2=CC=CC=C2C=2C=CC=CC12)=O)=O)=O (9H-fluoren-9-yl)methyl ((S)-1-(((S)-1-((4-(((tert-butoxycarbonyl)amino)methyl)phenyl)amino)-1-oxopropan-2-yl)amino)-3-methyl-1-oxobutan-2-yl)carbamate